(R)-1-(4-fluorophenyl)-3,4-dihydroisoquinoline-2(1H)-carboxylic acid FC1=CC=C(C=C1)[C@H]1N(CCC2=CC=CC=C12)C(=O)O